(R)-N-(4-((2-((5-(tert-butyl)-1-((1-(2,2,2-trifluoroethyl)pyrrolidin-3-yl)methyl)-1H-pyrazol-3-yl)amino)-1,7-dimethyl-1H-imidazo[4,5-d]pyridin-6-yl)oxy)pyridin-2-yl)acetamide C(C)(C)(C)C1=CC(=NN1C[C@H]1CN(CC1)CC(F)(F)F)NC1=NC=2C(=C(C(=NC2)OC2=CC(=NC=C2)NC(C)=O)C)N1C